tert-Butyl (2S,5R)-4-(1-(4-(difluoromethyl)-2-fluorophenyl)-2-methylpropyl)-2,5-dimethylpiperazine-1-carboxylate FC(C1=CC(=C(C=C1)C(C(C)C)N1C[C@@H](N(C[C@H]1C)C(=O)OC(C)(C)C)C)F)F